1-ethyl-3-(6-((4-(2-methyl-6-(2-oxopyrrolidin-1-yl)pyridin-3-yl)piperazin-1-yl)methyl)pyrimidin-4-yl)urea C(C)NC(=O)NC1=NC=NC(=C1)CN1CCN(CC1)C=1C(=NC(=CC1)N1C(CCC1)=O)C